COC=1C=CC=C2NC=C(CCN(C(C)C)CC)C12 4-methoxy-N-ethyl-N-isopropyltryptamine